1-(adamantan-1-yl)methylamine C12(CC3CC(CC(C1)C3)C2)CN